ClC1=NC(=CC(=C1)C([C@@H]1CC[C@H](CC1)C(=O)NCC(CN)N)(F)F)N1CCN(CC1)S(=O)(=O)C1=CC=C(C=C1)N1C(C[C@H](C1)N)=O Trans-4-[[2-chloro-6-[4-[4-[(4R)-4-amino-2-oxo-pyrrolidin-1-yl]phenyl]sulfonylpiperazin-1-yl]-4-pyridyl]-difluoro-methyl]-N-(2,3-diaminopropyl)cyclohexanecarboxamide